FC1=C(C=C(C=C1)NC(=O)C1=C(N(C(=C1C)C(C(=O)NC=1C=NC(=CC1)F)=O)C)C)C N-(4-fluoro-3-methylphenyl)-5-(2-((6-fluoropyridin-3-yl)amino)-2-oxoacetyl)-1,2,4-trimethyl-1H-pyrrole-3-carboxamide